C(C)C1=CC=C(C=C([C@H]([C@H]([C@@H]([C@H](C(O)=CC2=CC=C(C=C2)CC)O)O)O)O)O)C=C1 bis(4-ethylbenzylidene)sorbitol